Cl.C1(CC1)C1=NN(C(=C1)CN)C 1-(3-Cyclopropyl-1-methyl-1H-pyrazol-5-yl)methylamine hydrochloride